Tert-butyl (S)-3-(phenylcarbamoyl)pyrrolidine-1-carboxylate C1(=CC=CC=C1)NC(=O)[C@@H]1CN(CC1)C(=O)OC(C)(C)C